[4-[4-(trifluoromethoxy)phenyl]furo[3,2-d]pyrimidin-2-yl]methylamine FC(OC1=CC=C(C=C1)C=1C2=C(N=C(N1)CN)C=CO2)(F)F